FC(F)[SiH2]CCCC#N 4-(difluoromethylsilyl)butyronitrile